3-((7-chloro-6-((6-(2-methoxyethoxy)pyrazolo[1,5-a]pyrazin-3-yl)oxy)-1-methyl-1H-imidazo[4,5-b]pyridin-2-yl)amino)-1-methyl-5-(trifluoromethyl)pyridin-2(1H)-one ClC1=C2C(=NC=C1OC=1C=NN3C1C=NC(=C3)OCCOC)N=C(N2C)NC=2C(N(C=C(C2)C(F)(F)F)C)=O